(S)-2-amino-3-oxopropionic acid N[C@H](C(=O)O)C=O